N-((1S)-1-cyclohexyl-2-((2-((R)-4-isopropyl-2-oxoimidazolidin-1-yl)-2-((4-methoxybenzyl)carbamoyl)-2,3-dihydro-1H-inden-5-yl)amino)-2-oxoethyl)-1-methyl-1H-pyrazole-5-carboxamide C1(CCCCC1)[C@@H](C(=O)NC=1C=C2CC(CC2=CC1)(C(NCC1=CC=C(C=C1)OC)=O)N1C(N[C@@H](C1)C(C)C)=O)NC(=O)C1=CC=NN1C